S1C(=NC2=C1C=CC=C2)[C@](N)(C)C(=O)O 2-benzothiazolylalanine